O=C(CC(=O)O)CCCCCCCCCCC 3-Oxotetradecanoic acid